ClC=1C(=NC=CC1C=1C(=C(C=CC1)NC(C1=NC=C(C=C1)C=O)=O)C)C1=CC(=C(C=C1)C=O)OC N-(3-(3-chloro-2-(4-formyl-3-methoxyphenyl)pyridin-4-yl)-2-methylphenyl)-5-formylpicolinamide